N=1C=NN2C1C=CC(=C2)C2=CC(=NN2C2=NC(=CC=C2)C)CC(=O)NCC2=CC(=CC=C2)OC 5-([1,2,4]triazolo[1,5-a]pyridin-6-yl)-N-(3-methoxybenzyl)-1-(6-methylpyridin-2-yl)-1H-pyrazole-3-carboxyamide